Cyclooctyl Phenyl Thioether C1(=CC=CC=C1)SC1CCCCCCC1